FC1=C(C(=CC=C1)C)N1CCC(CC1)N1C(N(C=2C(C1)=CN(N2)C[C@H]2NCC2)CC2=C(C=CC=C2)C(F)(F)F)=O (S)-2-[5-[1-(2-Fluoro-6-methyl-phenyl)-piperidin-4-yl]-6-oxo-7-(2-trifluoromethyl-benzyl)-4,5,6,7-tetrahydro-pyrazolo[3,4-d]pyrimidin-2-ylmethyl]-azetidin